N-ethyl-2-[(3-ethynyl-8-methyl-6-quinolyl)oxy]-2-methylthioacetamide C(C)NC(C(C)OC=1C=C2C=C(C=NC2=C(C1)C)C#C)=S